3-cyclopropyl-N-(4-methyl-3-(pyrazolo[1,5-a]pyrazin-6-yl)phenyl)cyclobutanecarboxamide C1(CC1)C1CC(C1)C(=O)NC1=CC(=C(C=C1)C)C=1N=CC=2N(C1)N=CC2